di(3-methylbutyl) adipate C(CCCCC(=O)OCCC(C)C)(=O)OCCC(C)C